BrC1=CNC=2C1=NC=C(C2)C(=O)OC Methyl 3-bromo-1H-pyrrolo[3,2-b]pyridine-6-carboxylate